S([O-])(O)=O.[Na+].C1CO1 ethylene oxide sodium bisulfite